isobutyl 3-(1-((1-(2-([1,1'-biphenyl]-4-sulfonamido)ethyl)piperidin-4-yl)methyl)-1H-1,2,3-triazol-4-yl)-5-fluoro-1H-indole-2-carboxylate C1(=CC=C(C=C1)S(=O)(=O)NCCN1CCC(CC1)CN1N=NC(=C1)C1=C(NC2=CC=C(C=C12)F)C(=O)OCC(C)C)C1=CC=CC=C1